C1(CC1)N1N=CC(=C1C=C1CC2(C1)CCN(CC2)C=2SC1=C(N2)C(=CC(=C1)C(=O)O)F)C1=C(C=CC=C1Cl)Cl 2-(2-((1-cyclopropyl-4-(2,6-dichlorophenyl)-1H-pyrazol-5-yl)methylene)-7-azaspiro[3.5]non-7-yl)-4-fluorobenzo[d]thiazole-6-carboxylic acid